2-(3-((2-(7-Bromo-4-methoxybenzofuran-5-yl)-2-oxoethyl)(methyl)amino)-2-(methoxymethoxy)phenyl)acetic acid ethyl ester C(C)OC(CC1=C(C(=CC=C1)N(C)CC(=O)C=1C=C(C2=C(C=CO2)C1OC)Br)OCOC)=O